2-piperazin-1-ylethyl 2-[6-[5-(6-methyl-2-pyridyl)-1H-imidazol-4-yl]-3-quinolyl]pyridine-4-carboxylate CC1=CC=CC(=N1)C1=C(N=CN1)C=1C=C2C=C(C=NC2=CC1)C1=NC=CC(=C1)C(=O)OCCN1CCNCC1